N-(4-(4-(2-methoxyphenyl)piperazin-1-yl)butyl)-2-(morpholinomethyl)thieno[2,3-d]pyrimidin-4-amine COC1=C(C=CC=C1)N1CCN(CC1)CCCCNC=1C2=C(N=C(N1)CN1CCOCC1)SC=C2